C(C)(C)(C)C12CN(CC(N1C(=O)O)C2)C2=NC=C(N=C2)Br tert-butyl-3-(5-bromopyrazin-2-yl)-3,6-diazabicyclo[3.1.1]heptane-6-carboxylic acid